FC(C1=NNC(=C1)C(F)(F)F)(F)F 3,5-bis(trifluoromethyl)pyrazol